platinum(IV) tetrachloride [Pt](Cl)(Cl)(Cl)Cl